FC(OC1=CC(=C(C=N1)OC1CCC(CC1)O)C1=CC=2N(C=C1)N=C(C2)NC2=NC(=NC(=C2)C)C)F 4-[[6-(difluoromethoxy)-4-[2-[(2,6-dimethylpyrimidin-4-yl)amino]pyrazolo[1,5-a]pyridin-5-yl]-3-pyridyl]oxy]cyclohexanol